CC1(N(CCC1)CC(=O)NC=1C=C(C=NC1C)NC(=O)C=1C=C2C(=NC1)NC(=C2)C=2C=NN(C2)CCOC)C N-(5-(2-(2,2-dimethylpyrrolidin-1-yl)acetamido)-6-methylpyridin-3-yl)-2-(1-(2-methoxyethyl)-1H-pyrazol-4-yl)-1H-pyrrolo[2,3-b]pyridine-5-carboxamide